2-hydroxy-1,2-di-p-tolylethane-1-one OC(C(=O)C1=CC=C(C=C1)C)C1=CC=C(C=C1)C